5-(hydroxymethyl)-1-[(2'-methyl-1,1'-biphenyl-4-yl)carbonyl]pyrrolidin-3-one O-methyl oxime CON=C1CN(C(C1)CO)C(=O)C1=CC=C(C=C1)C1=C(C=CC=C1)C